(Sa)-6-(1-(4-(2-Ethoxypyridin-4-yl)benzyl)-4-methoxy-1H-pyrrolo[3,2-c]pyridin-7-carboxamido)spiro[3.3]heptan C(C)OC1=NC=CC(=C1)C1=CC=C(CN2C=CC=3C(=NC=C(C32)C(=O)NC3CC2(CCC2)C3)OC)C=C1